ClC=1C=C2C=C(N(C2=CC1)CC1=CC=C(C=C1)C(F)(F)F)C(=O)N1CCN(CC1)C1=NC=CC=N1 (5-chloro-1-(4-(trifluoromethyl)benzyl)-1H-indol-2-yl)(4-(pyrimidin-2-yl)piperazin-1-yl)methanone